2-[1-(3-benzyloxycarbonyl-3,8-diazabicyclo[3.2.1]octane-8-yl)-1-methyl-ethyl]morpholine-4-carboxylic acid tert-butyl ester C(C)(C)(C)OC(=O)N1CC(OCC1)C(C)(C)N1C2CN(CC1CC2)C(=O)OCC2=CC=CC=C2